6-(3,4-di(octoxy)thiophene-2-yl)-3,3-di(octoxymethyl)-3,4-dihydro-2H-thieno[3,4-B][1,4]dioxepin C(CCCCCCC)OC1=C(SC=C1OCCCCCCCC)C=1SC=C2OCC(COC21)(COCCCCCCCC)COCCCCCCCC